C1(=CC=CC=C1)C1=NOC(=C1)C(=O)N[C@@H]1C[C@H](C1)C=1OC(=NN1)C(C)OCC1CCC1 3-phenyl-N-[trans-3-[5-[1-(cyclobutylmethoxy)ethyl]-1,3,4-oxadiazol-2-yl]cyclobutyl]isoxazole-5-carboxamide